Cl[Si](CCC1=CC=CC=C1)(Cl)Cl trichloro(phenylethyl)silane